methyl-5-methylfuran-2-carboxylate COC(=O)C=1OC(=CC1)C